OC=1C=C(C=CC1)[C@@H]1C(=C(NC=2C[C@H](CC(C12)=O)C1=C(C=CC=C1)OC)C)C(=O)O[C@H]1CO[C@H]2OCC[C@H]21 (3R,3aS,6aR)-hexahydrofuro[2,3-b]furan-3-yl (4S,7R)-4-(3-hydroxyphenyl)-7-(2-methoxyphenyl)-2-methyl-5-oxo-1,4,5,6,7,8-hexahydroquinoline-3-carboxylate